O1CCN(CC1)C1=CC=C(C=C1)C=1C=C2C(=CC=NC2=CC1)NC=1C=CC2=C(N=CS2)C1 N-(6-(4-morpholinophenyl)quinolin-4-yl)benzo[d]thiazol-5-amine